9,9-bis(3,3,4,4,5,5,6,6,7,7,8,8,9,9,10,10,11,11,12,12,12-henicosafluorododecyl)-9H-fluorene FC(CCC1(C2=CC=CC=C2C=2C=CC=CC12)CCC(C(C(C(C(C(C(C(C(C(F)(F)F)(F)F)(F)F)(F)F)(F)F)(F)F)(F)F)(F)F)(F)F)(F)F)(C(C(C(C(C(C(C(C(C(F)(F)F)(F)F)(F)F)(F)F)(F)F)(F)F)(F)F)(F)F)(F)F)F